ClC1(C=2C=CN([C@H]3[C@H](O)[C@H](O)[C@@H](CO)O3)C2N=C(N1)N)O 6-chloro-7-deaza-guanosine